C(C)N1C(=NC2=C1C(=CC(=C2)C(=O)OC)OC)C=2N1C(CNC3=CC=CC(C2)=C13)C methyl 1-ethyl-7-methoxy-2-(11-methyl-1,9-diazatricyclo[6.3.1.04,12]dodeca-2,4(12),5,7-tetraen-2-yl)benzimidazole-5-carboxylate